C(C(=C)C)(=O)OCC(C(C(C(F)F)(F)F)(F)F)(F)F 2,2,3,3,4,4,5,5-octafluoropentyl methacrylate